(5-bromo-2-(trifluoromethoxy)phenyl)methylamine BrC=1C=CC(=C(C1)CN)OC(F)(F)F